ClC1=CC=2N(C(=N1)NCC1(CCN(CC1)S(=O)(=O)N)C1=CC=CC=C1)C=C(N2)C(F)(F)F 4-(((7-Chloro-2-(trifluoromethyl)imidazo[1,2-c]pyrimidin-5-yl)amino)methyl)-4-phenylpiperidine-1-sulfonamide